O[C@@H]1C[C@H](N(C1)C(=O)OC(C)(C)C)C(N[C@@H](CO)C1=CC=C(C=C1)C1=C(N=CS1)C)=O tert-butyl (2S,4R)-4-hydroxy-2-(((R)-2-hydroxy-1-(4-(4-methylthiazol-5-yl)phenyl)ethyl)carbamoyl)pyrrolidine-1-carboxylate